C(\C(\C)=C/C)(=O)[O-] angelate